[(9aS)-3-(3-chloro-4-fluoro-phenyl)-3,4,6,7,9,9a-hexahydro-1H-pyrazino[2,1-c][1,4]thiazin-8-yl]-(2-chloro-3-methoxy-phenyl)methanone ClC=1C=C(C=CC1F)C1CN2[C@H](CS1)CN(CC2)C(=O)C2=C(C(=CC=C2)OC)Cl